(1-(4-fluorophenylsulfonyl)piperidin-3-yl)(4-(2-methylquinazolin-4-yl)piperazin-1-yl)methanone FC1=CC=C(C=C1)S(=O)(=O)N1CC(CCC1)C(=O)N1CCN(CC1)C1=NC(=NC2=CC=CC=C12)C